BrCC1CC(C1)=O 3-(bromomethyl)cyclobutan-1-one